3-[1-(trimethyl-silyl)cyclobutanecarboxamido]-4,6-dihydropyrrolo[3,4-c]pyrazole-5(1H)-carboxamide C[Si](C1(CCC1)C(=O)NC=1C2=C(NN1)CN(C2)C(=O)N)(C)C